ethyl 5-(tert-butylthio)-2,2-dimethyl-4-carbonylvalerate C(C)(C)(C)SCC(CC(C(=O)OCC)(C)C)=C=O